O=C(C(=O)O)C=CC=CC=CC=CCCCCCCCCCC alpha-oxo-eicosatetraenoic acid